stearoyl-N-methyltaurine sodium salt [Na+].C(CCCCCCCCCCCCCCCCC)(=O)N(CCS(=O)(=O)[O-])C